9-nitropyrido[3',4':4,5]pyrimido[1,2-a]indole-5,11-dione [N+](=O)([O-])C1=CC=2C(C=3N(C2C=C1)C(C1=C(N3)C=NC=C1)=O)=O